C1(=CC=CC=C1)C=1C(=CC(=CC1)C1=CC=CC=2OC3=C(C21)C(=CC=C3)Cl)C3=CC=CC=C3 1-([1,1':2',1''-terphenyl]-4'-yl)-9-chlorodibenzo[b,d]furan